C(C1=CC=CC=C1)C1=CC(=CC(=N1)C(=O)NC)C(=O)NC1CCCC1 6-benzyl-N4-cyclopentyl-N2-methylpyridine-2,4-dicarboxamide